NC1=CC(=NC(=C1C(=O)N)C=1SC=CN1)Br 4-amino-6-bromo-2-(thiazol-2-yl)nicotinamide